The molecule is a 3-hydroxy fatty acyl-CoA that results from the formal condensation of the thiol group of coenzyme A with the carboxy group of (3R,11Z,14Z,17Z,20Z)-3-hydroxyhexacosatetraenoic acid. It is a (R)-3-hydroxyacyl-CoA, a 3-hydroxy fatty acyl-CoA, an unsaturated fatty acyl-CoA and a very long-chain fatty acyl-CoA. It is a conjugate acid of a (3R,11Z,14Z,17Z,20Z)-3-hydroxyhexacosatetraenoyl-CoA(4-). CCCCC/C=C\\C/C=C\\C/C=C\\C/C=C\\CCCCCCC[C@H](CC(=O)SCCNC(=O)CCNC(=O)[C@@H](C(C)(C)COP(=O)(O)OP(=O)(O)OC[C@@H]1[C@H]([C@H]([C@@H](O1)N2C=NC3=C(N=CN=C32)N)O)OP(=O)(O)O)O)O